METHYL (2R)-2-AMINO-3-(5-FORMYL-6-METHOXY(3-PYRIDYL))PROPANOATE N[C@@H](C(=O)OC)CC=1C=NC(=C(C1)C=O)OC